BrC=1C(=C2CCC(C2=C(C1)C)=O)C 5-bromo-4,7-dimethyl-indan-1-one